S([O-])([O-])(=O)=O.[C+4].S([O-])([O-])(=O)=O carbon sulfurAt